C(C)OC(=O)C1=COC2=C1C=C(C=C2C(C(F)(F)F)O[Si](C)(C)C(C)(C)C)Br 5-bromo-7-(1-((tert-butyldimethylsilyl)oxy)-2,2,2-trifluoroethyl)benzofuran-3-carboxylic acid ethyl ester